2-(2-(3-methylphenylamino)ethylamino)benzyl alcohol CC=1C=C(C=CC1)NCCNC1=C(CO)C=CC=C1